octyl dihydrogen thiophosphate P(=S)(OCCCCCCCC)(O)O